(2-(2-propanyl)phenyl)pyrido[2,3-d]pyrimidin-2(1H)-one CC(C)C1=C(C=CC=C1)N1C(N=CC2=C1N=CC=C2)=O